C(C)(C)(C)OC(=O)N1C(CN(CC1)C1CN=CC=2C=CC(=NC12)Cl)CC(C)C 8-(4-(tert-Butoxycarbonyl)-3-isobutylpiperazin-1-yl)-2-chloro-7,8-dihydro-1,6-naphthyridine